(3,3-difluoroazetidin-1-yl)(2,6-dihydroxy-5'-methyl-4-pentyl-2'-(prop-1-en-2-yl)-1',2',3',4'-tetrahydro-[1,1'-biphenyl]-3-yl)methanone FC1(CN(C1)C(=O)C=1C(=C(C(=CC1CCCCC)O)C1C(CCC(=C1)C)C(=C)C)O)F